COC(=O)C1CN(CC(C1)(O)N)C(=O)C1=CC2=C(N(C(=N2)C2=CC=3C(=NC=CC3)N2CC2CC2)C)C(=C1)OC 5-amino-1-{2-[1-(cyclopropylmethyl)-1H-pyrrolo[2,3-b]pyridin-2-yl]-7-methoxy-1-methyl-1H-1,3-benzodiazole-5-carbonyl}-5-hydroxypiperidine-3-carboxylic acid methyl ester